O1CCC(CC1)N1CC2=CC=CC=C2C1 2-(tetrahydro-2H-pyran-4-yl)isoindolin